3-butylheptyl 8-({3-[(tert-butoxycarbonyl)amino]propyl} [8-(heptadecan-9-yloxy)-8-oxooctyl]amino)octanoate C(C)(C)(C)OC(=O)NCCCN(CCCCCCCC(=O)OCCC(CCCC)CCCC)CCCCCCCC(=O)OC(CCCCCCCC)CCCCCCCC